C(=O)(OC(C)(C)C)N([C@@H](CC1=CNC=N1)C(=O)O)C(C1=CC=CC=C1)(C1=CC=CC=C1)C1=CC=CC=C1 N-Boc-N-trityl-L-histidine